CC1NC(=CC=2NC=3C=CC=CC3C21)N 1-methyl-2,5-dihydro-1H-pyrido[4,3-b]indol-3-amine